ClC=1C(=CC(=NC1C)N1CCC(CC1)C1CN(CCC1)C(=O)OC(C)(C)C)N[C@H](C)C1=C(C=C(C=C1)Cl)Cl tert-butyl 1'-(5-chloro-4-(((R)-1-(2,4-dichlorophenyl) ethyl) amino)-6-methylpyridin-2-yl)-[3,4'-bipiperidine]-1-carboxylate